ClC=1C=C2CCN(C(C2=CN1)=O)C(=O)OC(C)(C)C tert-Butyl 6-chloro-1-oxo-3,4-dihydro-2,7-naphthyridine-2(1H)-carboxylate